3-chloro-5-(2-(4-hydroxyphenyl)propan-2-yl)-2-(methoxy-d)benzonitrile ClC=1C(=C(C#N)C=C(C1)C(C)(C)C1=CC=C(C=C1)O)OC[2H]